tert-butyl (3S,4R)-3-((E)-2-(benzo[d][1,3]dioxol-5-yl) vinyl)-4-(4-fluorophenyl)piperidine-1-carboxylate O1COC2=C1C=CC(=C2)/C=C/[C@@H]2CN(CC[C@H]2C2=CC=C(C=C2)F)C(=O)OC(C)(C)C